[Mn].[W].[Sn] tin-tungsten-manganese